C1(=CC=CC=C1)C1=CC=2C(=NC=CN2)N1 6-phenyl-[5H]pyrrolo[2,3-B]pyrazine